4-((6-morpholino-2-(3-(m-tolyl)-1H-pyrazol-1-yl)-9H-purin-8-yl)methyl)morpholine O1CCN(CC1)C1=C2N=C(NC2=NC(=N1)N1N=C(C=C1)C=1C=C(C=CC1)C)CN1CCOCC1